CC1=NC(=NO1)C1=CC=C2C=CN=C(C2=C1)NCCN1CC2=C(CC1)C=C(S2)C(=O)OC(C)(C)C tert-butyl 6-[2-[[7-(5-methyl-1,2,4-oxadiazol-3-yl)-1-isoquinolinyl] amino] ethyl]-5,7-dihydro-4H-thieno[2,3-c]pyridine-2-carboxylate